N-(2-((4-(2-((3-(1H-Imidazol-1-yl)benzyl)(phenethyl)amino)ethyl)phenyl)carbamoyl)-4,5-dimethoxyphenyl)-4-oxo-4H-chromene-2-carboxamide N1(C=NC=C1)C=1C=C(CN(CCC2=CC=C(C=C2)NC(=O)C2=C(C=C(C(=C2)OC)OC)NC(=O)C=2OC3=CC=CC=C3C(C2)=O)CCC2=CC=CC=C2)C=CC1